(E)-5-(3-(4-fluorophenyl)acryloyl)-1,3-dimethyl-1,3-dihydro-2H-benzo[d]imidazol-2-one FC1=CC=C(C=C1)/C=C/C(=O)C1=CC2=C(N(C(N2C)=O)C)C=C1